N-(2-(1H-1,2,4-triazol-1-yl)-4-(trifluoromethyl)phenyl)-2-(4-((1-(2-(2,6-dioxopiperidin-3-yl)-1,3-dioxoisoindolin-5-yl)azetidin-3-yl)ethynyl)-1H-pyrazol-1-yl)-2-methylpropanamide N1(N=CN=C1)C1=C(C=CC(=C1)C(F)(F)F)NC(C(C)(C)N1N=CC(=C1)C#CC1CN(C1)C=1C=C2C(N(C(C2=CC1)=O)C1C(NC(CC1)=O)=O)=O)=O